2-((2-(((tert-Butoxycarbonyl)(2-(6-methoxy-3-nitropyridin-2-yl)ethyl)amino)-methyl)-4-chlorophenyl)amino)-4,5-difluorobenzoic acid hydrochloride Cl.C(C)(C)(C)OC(=O)N(CCC1=NC(=CC=C1[N+](=O)[O-])OC)CC1=C(C=CC(=C1)Cl)NC1=C(C(=O)O)C=C(C(=C1)F)F